methyl trans-4-[(6-cyano-4-fluoro-indazol-1-yl)methyl]cyclohexanecarboxylate C(#N)C1=CC(=C2C=NN(C2=C1)C[C@@H]1CC[C@H](CC1)C(=O)OC)F